C(C)[Si](OC1=CC2CCC(C1)N2C(=O)OC(C)(C)C)(CC)CC tert-Butyl 3-((triethylsilyl)oxy)-8-azabicyclo[3.2.1]oct-2-ene-8-carboxylate